ClC1=C(C(=O)O)C=CC=C1C1=NC=CC=C1C 2-chloro-3-(3-methylpyridin-2-yl)benzoic acid